2-[1-(4-Chlorophenyl)-1H-pyrrolo[2,3-c]pyridin-2-yl]pyridine ClC1=CC=C(C=C1)N1C(=CC=2C1=CN=CC2)C2=NC=CC=C2